C(C)N(C(=O)NC1=NC2=C(N1)C=CC(=C2)C2=C(C=CC(=C2)CC2=NNC(C1=CC=CC=C21)=O)F)CC 1,1-Diethyl-3-(5-(2-fluoro-5-((4-oxo-3,4-dihydrophthalazin-1-yl)methyl)phenyl)-1H-benzoimidazol-2-yl)urea